6'-(((1S,3S)-3-((6-(1H-Pyrazol-5-yl)-1,2,4-triazin-3-yl)amino)cyclopentyl)amino)-2H-[1,3'-bipyridin]-2-one N1N=CC=C1C1=CN=C(N=N1)N[C@@H]1C[C@H](CC1)NC1=CC=C(C=N1)N1C(C=CC=C1)=O